C(C)(C)(C)OC(=O)N1C2C(CCC(N(C3CCCC(N(C4CCC(C1C4)O)C4=CC=CC=C4)C3Cl)C3=CC=CC=C3)C2)O 2-tert-butoxycarbonyl-20-chloro-8,14-diphenyl-4,18-dihydroxy-2,8,14-triazatetracyclo[13.3.1.13,7.19,13]Heneicosane